Sodium (6S,11S,14S)-11,14-bis(4-diazo-3-oxobutyl)-6-(ethoxycarbonyl)-2-methyl-4,9,12-trioxo-2,5,10,13-tetraazapentadecan-15-oate [N+](=[N-])=CC(CC[C@H](NC(CC[C@H](NC(CN(C)C)=O)C(=O)OCC)=O)C(N[C@H](C(=O)[O-])CCC(C=[N+]=[N-])=O)=O)=O.[Na+]